OC1CN(C1)C1=CC=CC(=N1)CC(=O)O 2-(6-(3-hydroxyazetidin-1-yl)pyridin-2-yl)acetic acid